methyl (4S)-4-aminopentanoate hydrogen chloride Cl.N[C@H](CCC(=O)OC)C